OCCCOC(OCCCO)=O Bis(3-hydroxy-propyl)carbonat